N-(2,3-dihydrobenzofuran-6-yl)-N-methyl-2-(4-methyl-6-(trifluoromethyl)pyrimidin-2-yl)-5-oxopyrazolidine-3-carboxamide O1CCC2=C1C=C(C=C2)N(C(=O)C2N(NC(C2)=O)C2=NC(=CC(=N2)C)C(F)(F)F)C